p-vinylbenzyl-tripropyl-ammonium hexafluorophosphate F[P-](F)(F)(F)(F)F.C(=C)C1=CC=C(C[N+](CCC)(CCC)CCC)C=C1